OCCCC=C(C(=O)N)C hydroxypropyl-methyl-acrylamide